BrC=1C=C(C=C(C1)OC1=NC=C(C=C1C)[N+](=O)[O-])OC1=NC=C(C=C1C)[N+](=O)[O-] 2,2'-(5-bromo-1,3-phenylene)bis(oxy)bis(3-methyl-5-nitropyridine)